[NH4+].[NH4+].[O-]S(=O)(=O)[O-].[O-]S(=O)(=O)[O-].[Fe+2] The molecule is a compound of ammonium, iron and sulfate in which the ratio of ammonium to iron(2+) to sulfate ions is 2:1:2. It is a metal sulfate, an iron molecular entity and an ammonium salt. It contains an iron(2+).